N-(bis(3-(tributylsilyl)phenyl)phosphaneyl)-N-(2,3-dihydro-1H-inden-2-yl)-1,1-bis(4-(tripropylsilyl)phenyl)phosphanamine C(CCC)[Si](C=1C=C(C=CC1)P(N(P(C1=CC=C(C=C1)[Si](CCC)(CCC)CCC)C1=CC=C(C=C1)[Si](CCC)(CCC)CCC)C1CC2=CC=CC=C2C1)C1=CC(=CC=C1)[Si](CCCC)(CCCC)CCCC)(CCCC)CCCC